1H-INDENE-2-CARBOXALDEHYDE C1C(=CC2=CC=CC=C12)C=O